N1(C=NC=C1)C(=N)N1C=NC=C1 (imidazol-1-yl)(imidazol-3-yl)methanimine